C(C1=CC=CC=C1)SC1=C(C=CC(=C1F)F)[N+](=O)[O-] 2-(benzylsulfanyl)-3,4-difluoro-1-nitrobenzene